OC(C(=O)O)CC1=CNC2=CC(=CC=C12)OC 2-hydroxy-3-(6-methoxy-1H-indol-3-yl)propionic acid